NC1=NC=CC(=N1)CN1N=CC2=C(C1=O)N(C1=C2SC(=N1)S(=O)C)C 6-((2-aminopyrimidin-4-yl)methyl)-4-methyl-2-(methylsulfinyl)-4H-thiazolo[5',4':4,5]pyrrolo[2,3-d]pyridazin-5(6H)-one